CS(=O)(=O)O.CC=1C=C(CN[C@H](C(=O)O)CCC(C)(C)C)C=CC1C (S)-2-((3,4-dimethylbenzyl)amino)-5,5-dimethylhexanoic acid methanesulfonate